CC1(C(OB(O1)C=1C=CC(=NC1)OCCNC(OC(C)(C)C)=O)(C)C)C tert-butyl N-(2-[[5-(tetramethyl-1,3,2-dioxaborolan-2-yl) pyridin-2-yl]oxy]ethyl)carbamate